1-(2,2,6-Trimethylcyclohexyl)hexan CC1(C(C(CCC1)C)CCCCCC)C